(morpholin-2-yl)-[1,2,4]triazolo[1,5-c]quinazolin N1CC(OCC1)C1=NN2C=NC=3C=CC=CC3C2=N1